[Cl-].C(CCC)O[Si](CCC[N+](C)(C)CCCCCCCC)(OCCCC)OCCCC 3-(tributoxysilyl)propyl-n-octyldimethyl-ammonium chloride